C(C)(C)(C)OC(=O)N[C@H]([C@@H](C(=O)O)NC(=O)OCC1C2=CC=CC=C2C=2C=CC=CC12)C (2S,3S)-3-{[(tert-butoxy)carbonyl]amino}-2-({[(9H-fluoren-9-yl)methoxy]carbonyl}amino)butanoic acid